perfluorooctyl alcohol acrylate C(C=C)(=O)OC(C(C(C(C(C(C(C(F)(F)F)(F)F)(F)F)(F)F)(F)F)(F)F)(F)F)(F)F